3-(2-(4-(1H-Pyrazol-1-yl)phenyl)-2-oxoethyl)-4,7-dichloro-3-hydroxyindolin-2-one N1(N=CC=C1)C1=CC=C(C=C1)C(CC1(C(NC2=C(C=CC(=C12)Cl)Cl)=O)O)=O